NC1=NC=C(C=N1)[N+](=O)[O-] amino-5-nitropyrimidin